ferrous acetyltaurate C(C)(=O)NCCS(=O)(=O)[O-].[Fe+2].C(C)(=O)NCCS(=O)(=O)[O-]